(R,S)-2-(chloromethyl)oxirane ClC[C@@H]1OC1